1-methyl-1,2-dihydro-3H-indazol-3-one CN1NC(C2=CC=CC=C12)=O